(1H-Indol-6-yl)(3-(5-(2-(trifluoromethyl)pyridin-3-yl)-1,3,4-thiadiazol-2-yl)piperidin-1-yl)methanone N1C=CC2=CC=C(C=C12)C(=O)N1CC(CCC1)C=1SC(=NN1)C=1C(=NC=CC1)C(F)(F)F